(S)-1-((7-(6-chloro-1-(5,5-dimethylpyrrolidin-3-yl)-1,2,3,4-tetrahydroquinolin-8-yl)thieno[3,2-b]pyridin-2-yl)methyl)pyrrolidine-2,5-dione, formic acid salt C(=O)O.ClC=1C=C2CCCN(C2=C(C1)C1=C2C(=NC=C1)C=C(S2)CN2C(CCC2=O)=O)[C@@H]2CNC(C2)(C)C